4-(2-acryloyl-2,6-diazaspiro[3.4]octan-6-yl)-2-((3,5-difluorobenzoyl)oxy)-6-(5-methyl-1H-indazol-4-yl)pyrimidine-5-carbonitrile C(C=C)(=O)N1CC2(C1)CN(CC2)C2=NC(=NC(=C2C#N)C2=C1C=NNC1=CC=C2C)OC(C2=CC(=CC(=C2)F)F)=O